C(#N)C=1C=CC=2NC(N(C3(C2N1)CC3)CC(=O)N[C@@H](C)C3=NC=C(C=C3F)F)=O 2-{6'-Cyano-2'-oxo-1'H-spiro[cyclopropane-1,4'-pyrido[3,2-d]pyrimidin]-3'-yl}-N-[(1S)-1-(3,5-difluoropyridin-2-yl)ethyl]acetamide